Cl.C(C)(C)(C)OC(=O)N1CC2(C1)CNC2 2,6-diazaspiro[3.3]heptane-2-carboxylic acid tert-butyl ester hydrochloride